CN(C(OC1=CC=NN1C1=CC=CC=C1)=O)C 1-phenylpyrazol-5-yl dimethylcarbamate